4-((4-((2-chlorophenyl)amino)-5-fluoropyrimidin-2-yl)amino)benzoic acid ClC1=C(C=CC=C1)NC1=NC(=NC=C1F)NC1=CC=C(C(=O)O)C=C1